OC=1C=C(OC2=CC=C(C(=O)OC3=CC=C(C=C3)\C=C\C(C3=CC=CC=C3)=O)C=C2)C=C(C1)O [4-[(E)-3-Oxo-3-phenylprop-1-enyl]phenyl] 4-(3,5-dihydroxyphenoxy)benzoate